NOCC=1C=C(C=CC1F)NC(C1=C(C=CC(=C1)C(F)(F)F)OC1=C(C=C(C=C1)F)C)=O N-(3-((aminooxy)methyl)-4-fluorophenyl)-2-(4-fluoro-2-methylphenoxy)-5-(trifluoromethyl)benzamide